C1(CC1)CN1CC2=CC(=CC=C2CC1)N(C=1C=CC(N(C1)C[2H])=O)C(C[2H])C 5-((2-(cyclopropylmethyl)-1,2,3,4-tetrahydroisoquinolin-7-yl)(propan-2-yl-1-d1)amino)-1-(methyl-d1)pyridin-2(1H)-one